C(CCC)P([O-])(=O)C(C)CC n-butyl-sec-butylphosphinate